N-(5-fluoropyridin-2-yl)-N-(7-nitrobenzo[c][1,2,5]oxadiazol-4-yl)acetamide FC=1C=CC(=NC1)N(C(C)=O)C1=CC=C(C2=NON=C21)[N+](=O)[O-]